4-methyl-N-((R)-1-(2-methyl-3-(trifluoromethyl)phenyl)ethyl)-7-(((R)-pyrrolidin-2-yl)methoxy)phthalazin-1-amine hydrochloride salt Cl.CC1=NN=C(C2=CC(=CC=C12)OC[C@@H]1NCCC1)N[C@H](C)C1=C(C(=CC=C1)C(F)(F)F)C